CC1=CC(=NO1)C1=CC=C(CNC2=CC(NC=N2)=O)C=C1 6-((4-(5-methylisoxazol-3-yl)benzyl)amino)pyrimidin-4(3H)-one